C(C)OC(=O)C=1C(NC2=CC=C(C=C2C1)Br)=O.O1CC(C1)N1CCC(CC1)=O 1-(oxetan-3-yl)piperidin-4-one ethyl-6-bromo-2-oxo-1,2-dihydroquinoline-3-carboxylate